COC1=C(C=CC=C1)CCCC1=C(C=CC=C1)OC 1,3-bis(2-methoxyphenyl)propane